2-Ethyl-6-methylphenylisocyanat C(C)C1=C(C(=CC=C1)C)N=C=O